NC1=CC(=C(C=C1)N(C(OC(C)(C)C)=O)C(=O)OC(C)(C)C)C#N tert-Butyl N-(4-amino-2-cyano-phenyl)-N-tert-butoxycarbonyl-carbamate